C(C)(C)(C)NC1=CC(=C2C(=N1)C=C(S2)C2=CC=NN2C2OCCCC2)NCCN(C(CC)=O)C N-(2-((5-(tert-butylamino)-2-(1-(tetrahydro-2H-pyran-2-yl)-1H-pyrazol-5-yl)thieno[3,2-b]pyridin-7-yl)amino)ethyl)-N-methylpropanamide